C(CC)O[Zr](OCCC)(OCCC)OCCC tetra-n-propoxyzirconium(IV)